1-Benzyl-5-chloro-4-(2-oxoethyl)-1H-pyrazole-3-carboxylic acid ethyl ester C(C)OC(=O)C1=NN(C(=C1CC=O)Cl)CC1=CC=CC=C1